2-(Difluoromethyl)-4-((4s,5R)-5-fluoro-4-hydroxyl-3-((trifluoromethyl)sulfonyl)-4,5,6,7-tetrahydro-1H-indol-1-yl)benzonitrile FC(C1=C(C#N)C=CC(=C1)N1C=C(C=2[C@@H]([C@@H](CCC12)F)O)S(=O)(=O)C(F)(F)F)F